tert-butyl 7-(1-benzyl-3,3-difluoropiperidin-4-yl)-2,7-diazaspiro[3.5]nonane-2-carboxylate C(C1=CC=CC=C1)N1CC(C(CC1)N1CCC2(CN(C2)C(=O)OC(C)(C)C)CC1)(F)F